5-(1-methyl-1H-pyrazol-4-yl)thiazolo[5,4-d]pyrimidine CN1N=CC(=C1)C=1N=CC2=C(N1)SC=N2